3-formyl-5,6-dimethoxybenzo[b]thiophene-2-carboxylic acid C(=O)C=1C2=C(SC1C(=O)O)C=C(C(=C2)OC)OC